5-fluoro-8-(4-fluorophenyl)-9-(5-trifluoromethyl-1H-1,2,4-triazol-1-yl)-8,9-dihydro-2H-pyrido[4,3,2-de]phthalazin-3(7H)-one FC=1C=C2C=3C(=NNC(C3C1)=O)C(C(N2)C2=CC=C(C=C2)F)N2N=CN=C2C(F)(F)F